C(CCCCCCCCCCCCCCCCC)N=[N+]=[N-] 1-octadecyl azide